4-Ethoxy-3-methoxybenzoic acid methyl ester COC(C1=CC(=C(C=C1)OCC)OC)=O